CN(C)\C=C/1\C(N(C(N1)=O)CC1=CC(=CC=C1)C)=O (5Z)-5-[(dimethylamino)methylidene]-3-[(3-methylphenyl)methyl]imidazolidine-2,4-dione